N1N=CC(=C1)C1=CC=C(C=C1)NC1=NC(=NC=C1F)C=1C=C2CN(CC2=CC1)C(=O)C1CC(C1)(F)F (5-(4-((4-(1H-pyrazol-4-yl)phenyl)amino)-5-fluoropyrimidin-2-yl)isoindolin-2-yl)(3,3-difluorocyclobutyl)methanone